N1C=NC(=C1)C=1C=C(CNC(OCCC=2C(OC3=CC(=CC=C3C2C)N(CC)CC)=O)=O)C=CC1 2-(7-(diethylamino)-4-methyl-2-oxo-2H-chromen-3-yl)ethyl (3-(1H-imidazol-4-yl)benzyl)carbamate